NC1=C(C=C(C=C1)N1N=CC=C1)OCCN(C)C (4-amino-3-(2-(dimethylamino)ethoxy)phenyl)-1H-pyrazole